O=C(CCCC#N)N1C(SCC1)=S 5-oxo-5-(2-thioxothiazolidin-3-yl)pentanenitrile